[Si](C)(C)(C(C)(C)C)OC1(CC1)[C@H]1CN(C[C@H](O1)C)C(=O)OC(C)(C)C tert-butyl (2R,6R)-2-(1-((tert-butyldimethylsilyl)oxy)cyclopropyl)-6-methylmorpholine-4-carboxylate